FC1=CC=C(C=C1)N1C=CC2=CC(=CC=C12)NC(C=C)=O N-(1-(4-fluorophenyl)-1H-indol-5-yl)acrylamide